(3R)-3-[(3S,5R,8R,9S,10S,13R,14S,17R)-3-hydroxy-10,13-dimethyl-3-(2-phenylethynyl)-1,2,4,5,6,7,8,9,11,12,14,15,16,17-tetradecahydrocyclopenta[a]phenanthren-17-yl]butanoic acid O[C@]1(CC[C@@]2([C@H]3CC[C@@]4([C@H](CC[C@H]4[C@@H]3CC[C@@H]2C1)[C@@H](CC(=O)O)C)C)C)C#CC1=CC=CC=C1